benzyl 6-(4-(methoxycarbonyl) phenyl)-4-phenyl-3,6-dihydropyridine-1(2H)-carboxylate COC(=O)C1=CC=C(C=C1)C1C=C(CCN1C(=O)OCC1=CC=CC=C1)C1=CC=CC=C1